6-(6-(difluoromethyl)-3-(1-((1-fluorocyclopentyl)methyl)-1H-pyrazol-4-yl)pyridin-2-yl)-3-methyl-3H-imidazo[4,5-b]pyridine FC(C1=CC=C(C(=N1)C=1C=C2C(=NC1)N(C=N2)C)C=2C=NN(C2)CC2(CCCC2)F)F